ClC1=C(C=C(C=C1N1[C@H](CN(CC1)C[C@@H]1CC(NCC1)=O)C)C#N)NC1=NC=2N(C(=N1)NC1CC1)N=CC2C#N 2-((2-chloro-5-cyano-3-((S)-2-methyl-4-(((S)-2-oxopiperidin-4-yl)methyl)piperazin-1-yl)phenyl)amino)-4-(cyclopropylamino)pyrazolo[1,5-a][1,3,5]triazine-8-carbonitrile